C1(=C(C=CC=C1)[B])C (o-tolyl)boron